4-cyclopropyl-N-(2-methoxy-4-((4-morpholinopiperidin-1-yl)sulfonyl)phenyl)-3-(trifluoromethyl)-1H-pyrrolo[2,3-b]pyridin-6-amine C1(CC1)C1=C2C(=NC(=C1)NC1=C(C=C(C=C1)S(=O)(=O)N1CCC(CC1)N1CCOCC1)OC)NC=C2C(F)(F)F